ClC1=CSC=2C1=NC(=CC2NCC=2OC=CC2)Cl 3,5-dichloro-N-[(furan-2-yl)methyl]thieno[3,2-b]pyridin-7-amine